FC1=C(C(=CC=C1F)F)CC(C)=O 1-(2,3,6-trifluorophenyl)propan-2-one